FC1=C(C=CC2=C1C1=C(SC(=C1)N1CCCC1)C1=C(C2O)C=CC=C1)F 4,5-difluoro-2-(pyrrolidin-1-yl)-8H-dibenzo[3,4:6,7]cyclohepta[1,2-b]thiophen-8-ol